5-(imidazo[1,2-a]pyrimidin-6-yl)-4-methoxy-N-(trans-4-(trifluoromethyl)cyclohexyl)pyrrolo[2,1-f][1,2,4]triazin-2-amine N=1C=CN2C1N=CC(=C2)C=2C=CN1N=C(N=C(C12)OC)N[C@@H]1CC[C@H](CC1)C(F)(F)F